(S)-benzyl (6-acrylamido-1-oxo-1-(4-(phenylsulfonyl)piperazin-1-yl)hexan-2-yl)carbamate C(C=C)(=O)NCCCC[C@@H](C(N1CCN(CC1)S(=O)(=O)C1=CC=CC=C1)=O)NC(OCC1=CC=CC=C1)=O